(S)-3-Hydroxy-1-methyl-3-((3-(4,4,5,5-tetramethyl-1,3,2-dioxaborolan-2-yl)phenyl)ethynyl)pyrrolidin-2-one O[C@]1(C(N(CC1)C)=O)C#CC1=CC(=CC=C1)B1OC(C(O1)(C)C)(C)C